hex-3-en-1-yl 2-(formyloxy)-2-methylpropionate C(=O)OC(C(=O)OCCC=CCC)(C)C